N1=CC(=CC2=CC=CC=C12)C1OC(=C(C1=O)O)N 2-(3-quinolinyl)-5-amino-4-hydroxy-3(2H)-furanone